C1(CCCC1)C(=O)N1CC(C1)(C(=O)N(C1=CC=CC=C1)CC1=NC=C(C=C1)C=1OC(=NN1)C(F)F)F 1-(cyclopentanecarbonyl)-N-((5-(5-(difluoromethyl)-1,3,4-oxadiazol-2-yl)pyridin-2-yl)methyl)-3-fluoro-N-phenylazetidine-3-carboxamide